4-((2-Acetyl-1H-pyrrol-1-yl)methyl)phenyl 4-methylbenzenesulfonate CC1=CC=C(C=C1)S(=O)(=O)OC1=CC=C(C=C1)CN1C(=CC=C1)C(C)=O